6-((4,4-difluoro-3-hydroxypiperidin-1-yl)methyl)-2-(3-(3-((4-methyl-4H-1,2,4-triazol-3-yl)methyl)oxetan-3-yl)phenyl)-4-(trifluoromethyl)isoindolin-1-one FC1(C(CN(CC1)CC1=CC(=C2CN(C(C2=C1)=O)C1=CC(=CC=C1)C1(COC1)CC1=NN=CN1C)C(F)(F)F)O)F